2-((4-(7-((6-cyano-1H-indol-3-yl)methyl)-2,7-diazaspiro[4.4]nonan-2-yl)pyrimidin-5-yl)oxy)-5-fluoro-N-isopropyl-N-methylbenzamide C(#N)C1=CC=C2C(=CNC2=C1)CN1CC2(CCN(C2)C2=NC=NC=C2OC2=C(C(=O)N(C)C(C)C)C=C(C=C2)F)CC1